nitrogen-oxide sodium bromide [Br-].[Na+].[N+]=O.[Br-]